4,4-Diphenylbutyl(3-phenylpropyl)amine hydrochloride Cl.C1(=CC=CC=C1)C(CCCNCCCC1=CC=CC=C1)C1=CC=CC=C1